1-(2-(isoxazol-3-ylamino)-2-oxoethyl)-1-(2-((2-(methoxycarbonyl)-4-methylthiophen-3-yl)amino)-2-oxoethyl)-4,4-dimethylpiperidin-1-ium O1N=C(C=C1)NC(C[N+]1(CCC(CC1)(C)C)CC(=O)NC1=C(SC=C1C)C(=O)OC)=O